O=C1NC(CCC1N1C(C2=CC=C(C=C2C1=O)N1CC(CC1)CN1C[C@@H](CCC1)CC(=O)O)=O)=O 2-((3S)-1-((1-(2-(2,6-dioxopiperidin-3-yl)-1,3-dioxoisoindolin-5-yl)pyrrolidin-3-yl)methyl)piperidin-3-yl)acetic acid